1-(3-(3-chloro-5-(6-methylpyridin-2-yl)phenyl)-1,1-dioxidothiomorpholino)prop-2-en-1-one ClC=1C=C(C=C(C1)C1=NC(=CC=C1)C)C1CS(CCN1C(C=C)=O)(=O)=O